1-[4-(3-chlorophenyl)piperazin-1-yl]-4-cyclobutyl-butane-1,4-dione ClC=1C=C(C=CC1)N1CCN(CC1)C(CCC(=O)C1CCC1)=O